C1(CC1)C=1N=C(SC1)C(C)=NS(=O)C(C)(C)C N-(1-(4-cyclopropylthiazol-2-yl)ethylidene)-2-methylpropane-2-sulfinamide